C(#N)N1[C@H]2[C@@H](C[C@@H]1CC2)NC(C2=CC(=C(C=C2)C=2C=NN(C2)C)C(F)(F)F)=O N-((1R,2R,4S)-7-cyano-7-azabicyclo[2.2.1]heptan-2-yl)-4-(1-methyl-1H-pyrazol-4-yl)-3-(trifluoromethyl)benzamide